(R)-2-(5-cyclopropyl-3,4-difluoro-2-methoxyphenyl)-2-((R)-3-(methyl(5-(5,6,7,8-tetrahydro-1,8-naphthyridin-2-yl)pentyl)amino)pyrrolidin-1-yl)acetic acid C1(CC1)C=1C(=C(C(=C(C1)[C@H](C(=O)O)N1C[C@@H](CC1)N(CCCCCC1=NC=2NCCCC2C=C1)C)OC)F)F